C1(CCCCC1)P(C1=C(C=C(C=C1C(C)C)C(C)C)C(C)C)C1CCCCC1 DICYCLOHEXYL[2,4,6-TRIS(1-METHYLETHYL)PHENYL]PHOSPHINE